OCCC1=CC(=NC(=N1)C(F)(F)F)O[C@H]1CC[C@H](CC1)N1CC(C1)(N1N=CC(=C1)C=1C2=C(N=CN1)NC=C2)CC#N {1-(cis-4-([6-(2-hydroxyethyl)-2-(trifluoromethyl)pyrimidin-4-yl]oxy)cyclohexyl)-3-[4-(7H-pyrrolo[2,3-d]pyrimidin-4-yl)-1H-pyrazol-1-yl]azetidin-3-yl}acetonitrile